6-hydroxy-1-methyl-3-oxo-2-(2-oxo-2-(piperidin-1-yl)ethyl)-3,8,9,10-tetrahydropyrano[3,2-f]chromen-5-carbaldehyde OC1=C(C2=C(C=3CCCOC13)C(=C(C(O2)=O)CC(N2CCCCC2)=O)C)C=O